2-(6-methylchroman-4-ylidene)acetonitrile CC=1C=C2C(CCOC2=CC1)=CC#N